2-Deoxy-2-[18F]Fluoro-D-Sorbitol [18F][C@@H](CO)[C@@H](O)[C@H](O)[C@H](O)CO